FC(C[C@](C(=O)O)(C)NC(=O)C1=CC(=C2N1CCC1=CC(=C(C=C21)C=2OC(NN2)=O)OC)CC(F)(F)F)(F)F (S)-4,4,4-trifluoro-2-(8-methoxy-9-(5-oxo-4,5-dihydro-1,3,4-oxadiazol-2-yl)-1-(2,2,2-trifluoroethyl)-5,6-dihydropyrrolo[2,1-a]isoquinoline-3-carboxamido)-2-methylbutanoic acid